ClC1=C(C(=NN1C1CCCCCC1)CCC)C=O 5-CHLORO-1-CYCLOHEPTYL-3-PROPYL-1H-PYRAZOLE-4-CARBALDEHYDE